FC1=C(C(=CC(=C1)OC)F)C1=C(C(N(N1C)C1=NC=CC=C1)=O)NC(C1=CC=C(C=C1)OC(F)F)=O N-[5-(2,6-difluoro-4-methoxyphenyl)-1-methyl-3-oxo-2-(pyridin-2-yl)-2,3-dihydro-1H-pyrazol-4-yl]-4-(difluoromethoxy)benzamide